(1R)-1-[3-(1,1-difluoro-2-methoxy-2-methyl-propyl)-2-fluoro-phenyl]ethanamine FC(C(C)(C)OC)(F)C=1C(=C(C=CC1)[C@@H](C)N)F